C(C)(=O)C1(C(=O)OCC1)C(F)(F)F acetyl-α-trifluoromethyl-γ-butyrolactone